N1(CCNCC1)C=1N(C2=CC=CC=C2C1C=O)C1=CC(=CC=C1)[N+](=O)[O-] 2-(piperazin-1-yl)-1-(3-nitrophenyl)-1H-indole-3-carboxaldehyde